8-chloro-N-[(2-chloro-5-methoxyphenyl)sulphonyl]-6-(trifluoromethyl)imidazo[1,2-a]pyridine-2-carboxamide ClC=1C=2N(C=C(C1)C(F)(F)F)C=C(N2)C(=O)NS(=O)(=O)C2=C(C=CC(=C2)OC)Cl